C(C)(C)C=1N=C(OC1)NC(=O)C=1N(C=CC1)CC1=CC=NC=C1 N-(4-isopropyloxazol-2-yl)-1-(pyridin-4-ylmethyl)-1H-pyrrole-2-carboxamide